ClC1=CC=C(C=C1)SCC1=CC(C(=CO1)OC(=O)C=1NC=C(C1)C1=CC=C(C=C1)Cl)=O 4-(4-chlorophenyl)-1H-pyrrole-2-carboxylic acid 6-(((4-chlorophenyl) thio) methyl)-4-oxo-4H-pyran-3-yl ester